rac-(1S*,2S*)-2-aminocyclobutanol N[C@@H]1[C@H](CC1)O |r|